2-(4-dichlorophosphorylphenyl)-3-[4-(trifluoromethyl)phenoxy]pyrazine ClP(=O)(Cl)C1=CC=C(C=C1)C1=NC=CN=C1OC1=CC=C(C=C1)C(F)(F)F